N-(4-((2-chloro-4-fluorobenzyl)oxy)phenyl)-1-(difluoromethyl)-6-(1H-tetrazol-5-yl)-1H-pyrrolo[3,2-c]pyridine-3-carboxamide ClC1=C(COC2=CC=C(C=C2)NC(=O)C2=CN(C3=C2C=NC(=C3)C3=NN=NN3)C(F)F)C=CC(=C1)F